(S)-2-(5-chloro-3-cyano-4,6-dimethylpyridin-2-ylamino)-N-(4-fluorophenyl)-3-hydroxy-N-methylpropanamide ClC=1C(=C(C(=NC1C)N[C@H](C(=O)N(C)C1=CC=C(C=C1)F)CO)C#N)C